ClC=1N=C(C2=C(N1)CCCCC2=O)SC 2-chloro-4-(methylthio)-6,7,8,9-tetrahydro-5H-cyclohepta[d]pyrimidin-5-one